F[C@@H]1CNCC[C@H]1C1=CC=C(C=C1)O 4-((3S,4S)-3-fluoropiperidin-4-yl)phenol